FC([C@H](OC1=NN(C2=NN=C(C=C21)C=2C(NC(NC2)=O)=O)C)C2=CC=CC=C2)F 5-[3-[(1R)-2,2-difluoro-1-phenyl-ethoxy]-1-methyl-pyrazolo[3,4-c]pyridazin-5-yl]-1H-pyrimidine-2,4-dione